C1(CC1)NC(=O)C1=C(C=C(C=C1OC)C1=CN=C2N1C=CC(=C2)OCCCN2CCC(CC2)(C(=O)OCC)O)OC(F)F ethyl 1-[3-[3-[4-(cyclopropylcarbamoyl)-3-(difluoromethoxy)-5-methoxy-phenyl]imidazo[1,2-a]pyridin-7-yl]oxypropyl]-4-hydroxy-piperidine-4-carboxylate